2-(2,6-dioxopiperidin-3-yl)-5-(4-hydroxybutyl)isoindoline-1,3-dione O=C1NC(CCC1N1C(C2=CC=C(C=C2C1=O)CCCCO)=O)=O